((S)-4-hydroxy-3-oxo-1-((S)-2-oxopiperidin-3-yl)butan-2-yl)octahydrocyclopenta[c]pyrrole-1-carboxamide OCC([C@@H](C[C@H]1C(NCCC1)=O)C1(NCC2C1CCC2)C(=O)N)=O